2-(5-((1-(dibenzo[b,d]furan-2-yl)cyclopropyl)amino)-2-(2-fluorophenyl)-6-oxopyrimidin-1(6H)-yl)acetic acid C1=C(C=CC=2OC3=C(C21)C=CC=C3)C3(CC3)NC3=CN=C(N(C3=O)CC(=O)O)C3=C(C=CC=C3)F